S1C(=NC2=C1C=CC=C2)C2=C(C=CC=1C=CCOC12)O 8-(benzo[d]thiazole-2-yl)-7-hydroxy-2H-benzopyran